1-(t-butyl)-3-methylimidazolium C(C)(C)(C)N1C=[N+](C=C1)C